ClC=1C=C(C=NNC(N)=N)C(=CC1Cl)F 2-(3,4-Dichloro-6-fluorobenzylidene)hydrazinecarboximidamide